titanium copper nickel aluminum [Al].[Ni].[Cu].[Ti]